C(C)OC(C=CC1=C(C=C(C(=C1)F)F)OC)=O 3-(4,5-difluoro-2-methoxyphenyl)prop-2-enoic acid ethyl ester